C(#N)C1=C(C=C(C=C1)N1N=C(C=C1)CC(=O)NC=1C=NC(=CC1)F)C(F)(F)F 2-(1-(4-cyano-3-trifluoromethylphenyl)-1H-pyrazol-3-yl)-N-(6-fluoropyridin-3-yl)acetamide